N-(3-(2-(5-((2-ethyl-2,3-dihydro-1H-pyrrolo[3,4-c]pyridin-6-yl)amino)-1H-pyrazol-3-yl)ethyl)-4-methylphenyl)-3-(trifluoromethyl)benzamide C(C)N1CC=2C=NC(=CC2C1)NC1=CC(=NN1)CCC=1C=C(C=CC1C)NC(C1=CC(=CC=C1)C(F)(F)F)=O